[F-].[Be+2].[Mg+2].CNC1=CC=C(C(=O)N[C@@H](CCC(=O)O)C(=O)O)C=C1.[F-].[F-].[F-] p-methylaminobenzoyl-glutamic acid magnesium beryllium fluoride